N-(4-fluoro-3-(4,4,5,5-tetramethyl-1,3,2-dioxa-borolan-2-yl)phenyl)acetamide FC1=C(C=C(C=C1)NC(C)=O)B1OC(C(O1)(C)C)(C)C